(8ar,12as,13aS)-5,8,8a,9,10,11,12,12a,13,13a-decahydro-3-methoxy-12-(ethylsulphonyl)-6H-isoquino[2,1-g][1,6]naphthyridine COC1=CC=2CCN3C[C@H]4CCCN([C@H]4C[C@H]3C2C=C1)S(=O)(=O)CC